3-(5-bromo-4-fluoro-1-oxo-3H-isoindol-2-yl)piperidine-2,6-dione BrC=1C(=C2CN(C(C2=CC1)=O)C1C(NC(CC1)=O)=O)F